tert-butyl N-[1-(8-bromo-2-methylsulfanyl-quinazolin-5-yl)-4-piperidyl]-N-cyclopropyl-carbamate BrC=1C=CC(=C2C=NC(=NC12)SC)N1CCC(CC1)N(C(OC(C)(C)C)=O)C1CC1